7-(1-bromoethyl)-3-ethyl-1,5-naphthyridin-2(1H)-one BrC(C)C1=CN=C2C=C(C(NC2=C1)=O)CC